1-(6-((1-(2-methoxyethyl)-1H-pyrazol-4-yl)amino)pyridin-3-yl)-4-methyl-N-(3-(trifluoromethyl)phenyl)benzamide COCCN1N=CC(=C1)NC1=CC=C(C=N1)C1(C(=O)NC2=CC(=CC=C2)C(F)(F)F)CC=C(C=C1)C